4-(5-(2-fluorophenyl)-7H-pyrrolo[2,3-d]pyrimidin-4-yl)-2,2-dimethylpiperazine-1-carboxylic acid tert-butyl ester C(C)(C)(C)OC(=O)N1C(CN(CC1)C=1C2=C(N=CN1)NC=C2C2=C(C=CC=C2)F)(C)C